Phenazine-7-one C1=CC=CC2=NC=3CC(C=CC3N=C12)=O